(R)-2-methyl-2-(5-(3-methylmorpholinyl)-1H-pyrazolo[4,3-b]pyridin-7-yl)propanenitrile CC(C#N)(C)C1=C2C(=NC(=C1)N1[C@@H](COCC1)C)C=NN2